7-methyl-8-nitro-2-(4-(3-(pyrimidin-2-yl)-1,2,4-oxadiazol-5-yl)piperidin-1-yl)-6-(trifluoromethyl)-4H-benzo[e][1,3]thiazin-4-one CC1=C(C2=C(C(N=C(S2)N2CCC(CC2)C2=NC(=NO2)C2=NC=CC=N2)=O)C=C1C(F)(F)F)[N+](=O)[O-]